1-(3-(hydroxyamino)phenyl)ethanone ONC=1C=C(C=CC1)C(C)=O